ClC1=C(C=CC(=N1)N1C=NC2=C1C=CC(=C2)NC=2N=NC(=CC2)C)C2OCCO2 1-[6-chloro-5-(1,3-dioxolan-2-yl)-2-pyridyl]-N-(6-methylpyridazin-3-yl)benzimidazol-5-amine